2-([1,1':4',1''-terphenyl]-4-yl)-4-chloro-6-(naphthalen-2-yl)-1,3,5-triazine C1(=CC=C(C=C1)C1=NC(=NC(=N1)Cl)C1=CC2=CC=CC=C2C=C1)C1=CC=C(C=C1)C1=CC=CC=C1